tert-butyl 3-(hydroxymethyl)-2-methylazetidine-1-carboxylate OCC1C(N(C1)C(=O)OC(C)(C)C)C